N-((S)-(4,4-difluorocyclohexyl)(5-((S)-2-methoxy-1-((S)-2-oxo-4-(trifluoro-methyl)imidazolidin-1-yl)ethyl)benzo[d]oxazol-2-yl)methyl)-1-methyl-1H-1,2,4-triazole-5-carboxamide FC1(CCC(CC1)[C@H](NC(=O)C1=NC=NN1C)C=1OC2=C(N1)C=C(C=C2)[C@@H](COC)N2C(N[C@@H](C2)C(F)(F)F)=O)F